6-chloroisonicotinic acid methyl ester COC(C1=CC=NC(=C1)Cl)=O